(5-(3-nitrophenyl)-2-(4-(trifluoromethyl)phenyl)Oxazol-4-yl)methanone [N+](=O)([O-])C=1C=C(C=CC1)C1=C(N=C(O1)C1=CC=C(C=C1)C(F)(F)F)C=O